CN1C(C2=CC=C(C=C2C1)NC=1N=CC2=C(N1)CN(CC2)C2=C(C1=C(OCCN1)N=C2)C)=O methyl-5-((7-(8-methyl-2,3-dihydro-1H-pyrido[2,3-b][1,4]oxazin-7-yl)-5,6,7,8-tetrahydropyrido[3,4-d]pyrimidin-2-yl)amino)isoindolin-1-one